C(C1=CC=CC=C1)(C1=CC=CC=C1)N1[C@@H]([C@@H](C1)OC=1C(=CC(=NC1)C)C1=CC=2N(C=C1)N=C(C2)NC(=O)C2CC2)C N-(5-(5-(((2R,3R)-1-benzhydryl-2-methylazetidin-3-yl)oxy)-2-methylpyridin-4-yl)pyrazolo[1,5-a]pyridin-2-yl)cyclopropanecarboxamide